C(C(C)C)OC1CCC(CC1)N (1R,4R)-4-isobutoxycyclohexylamine